1-(furan-2-ylmethyl)-2,5-dimethyl-1H-pyrrole-3-formaldehyde O1C(=CC=C1)CN1C(=C(C=C1C)C=O)C